tert-butyl (7RS)-7-(dimethylcarbamoyl)-2-(4-fluorophenyl)-3-(pyridin-4-yl)-6,7-dihydropyrazolo[1,5-a]pyrazine-5(4H)-carboxylate CN(C(=O)[C@H]1CN(CC=2N1N=C(C2C2=CC=NC=C2)C2=CC=C(C=C2)F)C(=O)OC(C)(C)C)C |r|